4-oxo-6-(2-(pyrimidin-2-yl)cyclobutyl)-4,5-dihydro-1H-pyrazolo[3,4-d]pyrimidine-3-carbonitrile O=C1C2=C(N=C(N1)C1C(CC1)C1=NC=CC=N1)NN=C2C#N